BrC1=NC=2C=CNC(C2C=C1)=O 2-bromo-6H-1,6-naphthyridin-5-one